2-(3-Tert-butoxy-3-oxopropoxy)ethyl benzoate C(C1=CC=CC=C1)(=O)OCCOCCC(=O)OC(C)(C)C